methyl 3-oxobicyclo[2.2.1]heptane-2-carboxylate O=C1C(C2CCC1C2)C(=O)OC